Methyl 1-(4-(trifluoromethyl)benzyl)-1H-indole-7-carboxylate FC(C1=CC=C(CN2C=CC3=CC=CC(=C23)C(=O)OC)C=C1)(F)F